CC(=O)N[C@@H]1[C@H]([C@H]([C@H](OC1O)CO)OS(=O)(=O)O)O[C@H]2[C@@H]([C@H]([C@@H]([C@@H](O2)C(=O)O)O)O)O The molecule is an oligosaccharide sulfate consisting of alpha-L-pyranuronosyl and 2-acetamido-2-deoxy-4-O-sulfo-D-galactopyranose residues joined in sequence by a (1->3) glycosidic bond. It is an oligosaccharide sulfate, an amino disaccharide and a member of acetamides.